methyl (S)-2-amino-3-((S)-2-oxopyrrolidin-3-yl)propanoate para-toluenesulfonic acid salt CC1=CC=C(C=C1)S(=O)(=O)O.N[C@H](C(=O)OC)C[C@H]1C(NCC1)=O